CN(C)CC1=CC(=C(S1)S(=O)O)F 5-[(dimethylamino)methyl]-3-fluorothiophene-2-sulfinic acid